C1(CC1)CN1C(=CC2=C1N(N=C2)CC2=CC=C(C=C2)OC)C=O 6-(cyclopropylmethyl)-1-(4-methoxybenzyl)-1,6-dihydropyrrolo[2,3-c]pyrazole-5-carbaldehyde